C(=C)[Rh](C=C)(C=C)(C=C)(Cl)Cl tetravinyl-rhodium dichloride